CC1=NC(=NC(=C1)C)NC(=N)N N-(4,6-dimethylpyrimidin-2-yl)guanidine